BrCC(=O)C=1C=C2CN(C(C2=CC1)=O)C1C(NC(CC1)=O)=O 3-[5-(2-bromoacetyl)-1-oxo-3H-isoindol-2-yl]piperidine-2,6-dione